BrC1=NC=C(C=C1CO)Cl (2-Bromo-5-chloropyridin-3-yl)methanol